C(C)O[Si](CCCCCC#N)(OCC)OCC 6-(triethoxysilyl)hexanenitrile